CC1=C(C=CC=C1C)C1=C(C(=CC=C1)C)C 2,2',3,3'-tetramethylbiphenyl